Terephthalonitril C(C1=CC=C(C#N)C=C1)#N